4-chlorophenyl dihydrogenphosphate hydrate O.P(=O)(O)(O)OC1=CC=C(C=C1)Cl